1-(6-(7-oxa-2-azaspiro[3.5]non-2-yl) pyrimidin-4-yl)-4-(1H-1,2,3-triazol-1-yl)-1,2-dihydro-3H-pyrazol-3-olate sodium (II) [Na+2].C1N(CC12CCOCC2)C2=CC(=NC=N2)N2NC(C(=C2)N2N=NC=C2)[O-].C2N(CC21CCOCC1)C1=CC(=NC=N1)N1NC(C(=C1)N1N=NC=C1)[O-]